1'-((8-methoxy-4-oxo-4,5-dihydropyrazolo[1,5-a]quinoxalin-7-yl)methyl)-N,3'-dimethyl-1',2',3',6'-tetrahydro-[3,4'-bipyridine]-6-carboxamide COC1=C(C=C2NC(C=3N(C2=C1)N=CC3)=O)CN3CC(C(=CC3)C=3C=NC(=CC3)C(=O)NC)C